C(C1=CC=CC=C1)OC1=C(C=C(C=C1)C)N1N=C2C(=C1)C(N(C2=O)C2CCNCC2)C2=CC=C(C=C2)C(F)(F)F (2-(benzyloxy)-5-methylphenyl)-5-(piperidin-4-yl)-4-(4-(trifluoromethyl)phenyl)-4,5-dihydropyrrolo[3,4-c]pyrazol-6(2H)-one